trifluoromethyl-oxazolidin-4-one FC(F)(F)C1OCC(N1)=O